C(C)OC1=CC=C(C=C1)C=1OC2=C(C(C1)=O)C(=C(C(=C2OC)OC)OC)OC 2-(4-Ethoxyphenyl)-5,6,7,8-tetramethoxy-4H-1-benzopyran-4-one